[N+](=O)([O-])C1=CC=C(C=C1)/C=C/[C@H](CC1=CC=CC=C1)NC([C@H](CC1=CC=CC=C1)NC(OCC1=CC=CC=C1)=O)=O Benzyl ((S)-1-(((S,E)-4-(4-Nitrophenyl)-1-phenylbut-3-en-2-yl)-amino)-1-oxo-3-phenylpropan-2-yl)carbamate